(R)-N-((S)-3-hydroxy-1-(3-(trifluoromethoxy)phenyl)propyl)-2-methylpropane-2-sulfinamide OCC[C@@H](C1=CC(=CC=C1)OC(F)(F)F)N[S@](=O)C(C)(C)C